C(C)N1C=C(C(C2=CC(=C(N=C12)N1CCNCC1)F)=O)C(=O)O 1-ethyl-6-fluoro-1,4-dihydro-4-oxo-7-(piperazinyl)-1,8-naphthyridine-3-carboxylic acid